(S)-N-((4-carbamimidoylthiophen-2-yl)methyl)-1-((4-(4-(pentafluoro-λ6-sulfanyl)-phenoxy)butanoyl)glycyl)-2,3-dihydro-1H-pyrrole-2-carboxamide C(N)(=N)C=1C=C(SC1)CNC(=O)[C@H]1N(C=CC1)C(CNC(CCCOC1=CC=C(C=C1)S(F)(F)(F)(F)F)=O)=O